4-(isopropylamino)-2-((1r,4r)-4-methoxycyclohexylamino)pyrimidine-5-carbonitrile C(C)(C)NC1=NC(=NC=C1C#N)NC1CCC(CC1)OC